C(C)(=O)C=1C=CC(=NC1)N1CCN(CC1)CC1=CC(=C(OC(C(=O)O)(C)C)C(=C1)C)C 2-(4-((4-(5-Acetylpyridin-2-yl)piperazin-1-yl)methyl)-2,6-dimethylphenoxy)-2-methylpropanoic acid